NC1=CC(N(C(N1)=O)C)=O 6-Amino-3-methyl-1H-pyrimidin-2,4-dione